C(N1NC=CC=C1)([2H])([2H])[2H] N-(methyl-d3)pyridazine